5-bromomethyl-2,3-dihydro-1,4-benzodioxine BrCC1=CC=CC=2OCCOC21